(E)-2-[3-(3,4-dichlorophenyl)-1-methyl-5-pyrazolyl-carbonylamino]-5,5-dimethyl-3-hexenoic acid ClC=1C=C(C=CC1Cl)C1=NN(C(=C1)C(=O)NC(C(=O)O)\C=C\C(C)(C)C)C